C(C)C1=CNC2=NC=C(N=C21)C=2C=C1CCN(CC1=C(C2)[C@H]2N(CCOC2)C(=O)OC(C)(C)C)C(=O)N2CCOCC2 tert-butyl (R)-3-(6-(7-Ethyl-5H-pyrrolo[2,3-b]pyrazin-2-yl)-2-(morpholine-4-carbonyl)-1,2,3,4-tetrahydro Isoquinolin-8-yl)morpholine-4-carboxylate